C(C1=CC=CC=C1)OC(=O)N[C@@H]1C[C@@H](CC1)NC(OC(C)(C)C)=O tert-Butyl N-[(1R,3S)-3-(benzyloxycarbonylamino)cyclopentyl]carbamate